FC1=C(C=CC(=C1)OC(F)(F)F)C1(CC1)C(=O)Cl 1-[2-Fluoro-4-(trifluoromethoxy)phenyl]cyclopropanecarbonyl chloride